FC(OC1=CC=C(C=C1)C=1SC=CN1)(F)F 2-(4-trifluoromethoxyphenyl)thiazole